7-Allyl-5-(2-methylpyrimidin-5-yl)-1-((2-(trimethylsilyl)ethoxy)methyl)-1H-pyrazolo[3,4-c]pyridine C(C=C)C=1N=C(C=C2C1N(N=C2)COCC[Si](C)(C)C)C=2C=NC(=NC2)C